2-[4-[(5-cyclopentyl-1H-pyrazol-3-yl)amino]pyrimidin-2-yl]-N,N-dimethyl-2-azabicyclo[2.1.1]hexane-4-carboxamide C1(CCCC1)C1=CC(=NN1)NC1=NC(=NC=C1)N1C2CC(C1)(C2)C(=O)N(C)C